CC1(CN(C1)C(=O)N1CCN(CC1)C1=CC=C(C=C1)NC(=O)C=1C(NC=CC1NC1=C(C2=C(OCCN2)N=C1)C)=O)C N-(4-(4-(3,3-dimethylazetidine-1-carbonyl)piperazin-1-yl)phenyl)-4-((8-methyl-2,3-dihydro-1H-pyrido[2,3-b][1,4]oxazin-7-yl)amino)-2-oxo-1,2-dihydropyridine-3-carboxamide